N=1C=C(N2N=CC=CC21)C=CC=2C=C(C(=O)NC1=CC(=CC(=C1)C(F)(F)F)C1=CC=NC=C1)C=CC2C 3-(2-(imidazo[1,2-b]pyridazin-3-yl)vinyl)-4-methyl-N-(3-(pyridin-4-yl)-5-(trifluoromethyl)phenyl)benzamide